C1(=CC=CC=C1)C1(CC1)C(=O)N1CC2=CC=CC(=C2CC1)C(CC(=O)O)C1=C(C2=C(N(N=N2)C)C=C1)C 3-[2-(1-phenylcyclopropanoyl)-1,2,3,4-tetrahydroisoquinolin-5-yl]-3-(1,4-dimethylbenzotriazol-5-yl)propanoic acid